5-(4-(hexyloxy)-1,2,5-thiadiazol-3-yl)-1-(1-(isobutyryloxy)ethyl)-1-methyl-1,2,3,6-tetrahydropyridin-1-ium chloride [Cl-].C(CCCCC)OC=1C(=NSN1)C1=CCC[N+](C1)(C)C(C)OC(C(C)C)=O